ClC1=CC=C(C=C1)C=1N=C2N(C=CC=C2)C1CN1C2CN(C(C1)CC2)C(=O)C2=CC(=CC=C2)CC(F)(F)F (5-{[2-(4-Chlorophenyl)imidazo[1,2-a]pyridin-3-yl]methyl}-2,5-diazabicyclo[2.2.2]oct-2-yl)[3-(trifluoroethyl)phenyl]methanone